N1(CCN(CCCNCCC1)CC=1C(=C(C(=O)NC(CO)O)C=C(C1)C)O)CC=1C(=C(C(=O)NC(CO)O)C=C(C1)C)O 3,3'-[1,4,8-triazacycloundecane-1,4-diylbis(methylene)]bis[N-(1,2-dihydroxyethyl)-2-hydroxy-5-methyl-benzamide]